(S)-6-((2-(3-aminopiperidin-1-yl)-1H-benzo[d]imidazol-1-yl)methyl)nicotinonitrile N[C@@H]1CN(CCC1)C1=NC2=C(N1CC1=NC=C(C#N)C=C1)C=CC=C2